C(C)C=1N=C2N(C=CC=N2)C1C(=O)C1=CC=C(C=C1)O 4-([2-ethylimidazo[1,2-a]pyrimidin-3-yl]carbonyl)phenol